BrC=1SC(=CN1)CBr 2-bromo-5-(bromomethyl)thiazole